FCCCN1C[C@H](CC1)NC=1C=NC(=CC1)[C@H]1N([C@@H](CC=2C=C3C(=CC12)OCO3)C)CC(F)(F)F N-((S)-1-(3-fluoropropyl)pyrrolidin-3-yl)-6-((5S,7R)-7-methyl-6-(2,2,2-trifluoroethyl)-5,6,7,8-tetrahydro-[1,3]dioxolano[4,5-g]isoquinolin-5-yl)pyridin-3-amine